9,9-dimethyl-4,5-bis(dicyclohexylphosphino)-9H-xanthene CC1(C2=CC=CC(=C2OC=2C(=CC=CC12)P(C1CCCCC1)C1CCCCC1)P(C1CCCCC1)C1CCCCC1)C